(7-chloro-6-(1-(4-hydroxy-3-methyltetrahydrofuran-3-yl)piperidin-4-yl)isoquinolin-3-yl)-2-(2-methyl-2H-1,2,3-triazol-4-yl)cyclopropane-1-carboxamide ClC1=C(C=C2C=C(N=CC2=C1)C1(C(C1)C1=NN(N=C1)C)C(=O)N)C1CCN(CC1)C1(COCC1O)C